3-hydroxy-N-methyl-5-((tetrahydrofuran-3-yl)oxy)benzamide OC=1C=C(C(=O)NC)C=C(C1)OC1COCC1